C1(=CC(C)=CC=C1C(C)C)OC(C(C)C)=O.C(=O)(C=C)NC(=O)OCC acryl-urethane Thymyl-isobutyrate